N1(C=NC=C1)C1=CC=C(C=C1)C1=CC(=NN1)NC1=C(C=C(C=C1)O)C(F)(F)F 4-((5-(4-(1H-imidazol-1-yl)phenyl)-1H-pyrazol-3-yl)amino)-3-(trifluoromethyl)phenol